FC=1C=C2NC(C=3N(C2=C(C1C1=C2C=CN(C2=CC=C1)CC(=O)N(C)C)F)C(=NN3)C)(C)C 2-[4-(7,9-difluoro-1,4,4-trimethyl-5H-[1,2,4]triazolo[4,3-a]quinoxalin-8-yl)-1H-indol-1-yl]-N,N-dimethyl-acetamide